ClC=1C(=NC(=NC1)N[C@@H]1[C@H]([C@H]2CC[C@@H](C1)N2S(=O)(=O)C)O)C=2C=C(C1=C(N(C(=N1)C(C)(C)O)C(C)C)C2)F (1R,2R,3S,5S)-3-((5-chloro-4-(4-fluoro-2-(2-hydroxypropan-2-yl)-1-isopropyl-1H-benzo[d]imidazol-6-yl)pyrimidin-2-yl)amino)-8-(methylsulfonyl)-8-azabicyclo[3.2.1]octan-2-ol